CC1=C2CN(C(C2=CC=C1)=O)C1CCC(CC1)C(=O)OC methyl 4-(4-methyl-1-oxo-isoindolin-2-yl)cyclohexanecarboxylate